1-(6-(hydroxymethyl)-1H-indazol-1-yl)-2-methylpropan-2-ol OCC1=CC=C2C=NN(C2=C1)CC(C)(O)C